BrC1=C(C=C(C=C1)[C@@H](C(=O)N1CCN(CC1)C=1C2=C(N=CN1)[C@@H](C[C@H]2C)O)CN2CCC(CC2)O)F (R)-2-(4-bromo-3-fluorophenyl)-1-(4-((5R,7R)-7-hydroxy-5-methyl-6,7-dihydro-5H-cyclopenta[d]pyrimidin-4-yl)piperazin-1-yl)-3-(4-hydroxypiperidin-1-yl)propan-1-one